racemic-α-methyl-DL-tyrosine C[C@](N)(CC1=CC=C(C=C1)O)C(=O)O |r|